(S)-2-amino-6-borono-2-((1S,3R)-3-((2,2',4'-trifluorobiphenyl-4-yl)methylamino)cyclobutyl)hexanoic acid N[C@@](C(=O)O)(CCCCB(O)O)C1CC(C1)NCC1=CC(=C(C=C1)C1=C(C=C(C=C1)F)F)F